FC(S(=O)(=O)C=1C=CC(=NC1)C=C1CC2(CN(C2)C(=O)OC(C)(C)C)C1)(F)F tert-butyl 6-[[5-(trifluoromethylsulfonyl)-2-pyridyl]methylene]-2-azaspiro[3.3]heptane-2-carboxylate